Tert-butyl 8-(2-chloroethyl)-2,8-diazaspiro[4.5]decane-2-carboxylate ClCCN1CCC2(CCN(C2)C(=O)OC(C)(C)C)CC1